2,4-bis(benzyloxy)-5-isopropyl-N-phenylbenzamide C(C1=CC=CC=C1)OC1=C(C(=O)NC2=CC=CC=C2)C=C(C(=C1)OCC1=CC=CC=C1)C(C)C